CN1N=CC(=C1CN1CCCCC1)C=1C=C2C=C(N=CC2=CC1)NC(CN1[C@@H](COCC1)C)=O (R)-N-(6-(1-methyl-5-(piperidin-1-ylmethyl)-1H-pyrazol-4-yl)isoquinolin-3-yl)-2-(3-methylmorpholinyl)acetamide